NC1=NC=CC(=C1C#CC1(CCCCC1)O)Cl 1-((2-amino-4-chloropyridin-3-yl)ethynyl)cyclohexane-1-ol